C(C1=CC=CC=C1)SC=1N=NC(=C(N1)C1=CC=CC=C1)C1=CC=CC=C1 3-benzylsulfanyl-5,6-diphenyl-1,2,4-triazine